1-(3,4-dimethylphenylethyl)guanidine CC=1C=C(C=CC1C)CCNC(=N)N